OC1=C(C=CC(=C1)OC)C(=O)C1=CC=CC=C1 (2-hydroxy-4-methoxyphenyl)phenylmethanone